3-((4-(Pyrimidin-4-yl)phenyl)amino)benzoic acid N1=CN=C(C=C1)C1=CC=C(C=C1)NC=1C=C(C(=O)O)C=CC1